C(C)(C)(C)OC(=O)N1CCN(CC1)C1=CC(=CC=C1)[N+](=O)[O-] 4-(3-Nitrophenyl)piperazine-1-carboxylic acid tert-butyl ester